N-(1-cyano-2-phenylethyl)-1-(2-((2,2-difluorobenzo[d][1,3]dioxol-5-yl)-amino)-5-methylpyridin-4-yl)-1H-1,2,3-triazole-4-carboxamide C(#N)C(CC1=CC=CC=C1)NC(=O)C=1N=NN(C1)C1=CC(=NC=C1C)NC1=CC2=C(OC(O2)(F)F)C=C1